C1(CC1)CNC(NC1=CC=C2C(=N1)N(C=C2C2=C(C=CC=C2)OC)COCC[Si](C)(C)C)=O 3-(cyclopropylmethyl)-1-[3-(2-methoxyphenyl)-1-[[2-(trimethylsilyl)ethoxy]methyl]pyrrolo[2,3-b]pyridin-6-yl]urea